5-(3-(5-(1-(3-Bromo-2-fluorophenyl)ethyl)-4H-1,2,4-triazol-3-yl)-4-fluorophenoxy)-4,6-difluoro-1H-indole BrC=1C(=C(C=CC1)C(C)C=1NC(=NN1)C=1C=C(OC=2C(=C3C=CNC3=CC2F)F)C=CC1F)F